NCCCCN(C(=O)OC(C)(C)C)C[C@@H]1N(CCC1)C(=O)OC(C)(C)C (R)-tert-butyl 2-(((4-aminobutyl)(tert-butoxycarbonyl)amino)methyl)-pyrrolidine-1-carboxylate